C1(CCC1)NC1=NC=C(C(=N1)NC1CCC(CC1)C(=O)N1CCCCC1)C(=O)N 2-(cyclobutylamino)-4-((1s,4s)-4-(piperidine-1-carbonyl)cyclohexylamino)pyrimidine-5-carboxamide